C(#N)C=1C=C(C=CC1)C=1N=C(SC1C=1C=C2C(=NC=NC2=CC1)C)NC(=O)N1CCC(CC1)N1CCN(CC1)C N-[4-(3-cyanophenyl)-5-(4-methyl-quinazolin-6-yl)thiazol-2-yl]-4-(4-methyl-piperazin-1-yl)piperidine-1-carboxamide